C(C)(=O)N1C[C@H](C=2C3=C(C(NC2C1)=O)C=C(C(=C3)F)F)N(C(=O)NC3=CC(=C(C=C3)F)C#N)C (S)-1-(3-acetyl-8,9-difluoro-6-oxo-1,2,3,4,5,6-hexahydrobenzo[c][1,7]naphthyridin-1-yl)-3-(3-cyano-4-fluorophenyl)-1-methylurea